N-((5-cyclopropyl-1H-indazol-4-yl)methyl)-6-(trifluoromethoxy)-nicotinamide C1(CC1)C=1C(=C2C=NNC2=CC1)CNC(C1=CN=C(C=C1)OC(F)(F)F)=O